N-hydroxy-4-((3-(2-hydroxyphenethyl)-2,4-dioxo-3,4-dihydroquinazolin-1(2H)-yl)methyl)benzamide ONC(C1=CC=C(C=C1)CN1C(N(C(C2=CC=CC=C12)=O)CCC1=C(C=CC=C1)O)=O)=O